C(=C)NCC(=O)O 2-(vinylamino)acetic acid